ClC=1C2=C(N=C(N1)SC)C(CCCC2)(F)F 4-chloro-9,9-difluoro-2-(methylthio)-6,7,8,9-tetrahydro-5H-cyclohepta[d]Pyrimidine